C1(CCC1)CNC(OC1CN(C1)C1=CC(=C(C(=C1)F)C1C(NC(CC1)=O)=O)F)=O 1-(4-(2,6-dioxopiperidin-3-yl)-3,5-difluorophenyl)azetidin-3-yl (cyclobutylmethyl)carbamate